CC1=CC(=C(C=C1)C(=O)O)O The molecule is a monohydroxybenzoic acid consisting of salicylic acid having a methyl group at the 4-position. It derives from a salicylic acid.